C1CC12NCC[C@@H](C2)OC2=CN=C(N=N2)C2=C(C=C(C=C2)N2C=NC=C2)O (S)-2-(6-((4-azaspiro[2.5]octan-7-yl)oxy)-1,2,4-triazin-3-yl)-5-(1H-imidazol-1-yl)phenol